(S)-1'-(5-((2-amino-3-fluoropyridin-4-yl)thio)-1H-imidazo[4,5-b]pyrazin-2-yl)-1,3-dihydrospiro[indene-2,4'-piperidin]-1-amine NC1=NC=CC(=C1F)SC=1N=C2C(=NC1)NC(=N2)N2CCC1(CC2)[C@@H](C2=CC=CC=C2C1)N